sulfate ammonium salt [NH4+].S(=O)(=O)([O-])[O-].[NH4+]